2-(2,5-dimethyl-1H-pyrrol-1-yl)thiazolo[4,5-b]pyridin-6-formic acid CC=1N(C(=CC1)C)C=1SC=2C(=NC=C(C2)C(=O)O)N1